m-(2-amino-6-{1-[(6-cyclopropyl-2-pyridinyl)methyl]-1H-1,2,3-triazol-4-yl}-4-pyrimidinyl)benzonitrile NC1=NC(=CC(=N1)C=1C=C(C#N)C=CC1)C=1N=NN(C1)CC1=NC(=CC=C1)C1CC1